N-(4-Bromo-6-chloropyridazin-3-yl)-6-ethoxypicolinamide BrC1=C(N=NC(=C1)Cl)NC(C1=NC(=CC=C1)OCC)=O